[C@@H]12CNC[C@H]2C1N(C=1N=NC(=CN1)C1=C(C=C(C=C1)N1C=NC=C1)O)C 2-(3-(((1R,5S,6s)-3-azabicyclo[3.1.0]hexan-6-yl)(methyl)amino)-1,2,4-triazin-6-yl)-5-(1H-imidazol-1-yl)phenol